tert-butyl 4-({(2S)-2-amino-4-[{(1R)-1-[1-benzyl-4-(2,5-difluorophenyl)-1H-pyrrol-2-yl]-2,2-dimethylpropyl}(glycoloyl)amino]butanoyl}amino)butanoate N[C@H](C(=O)NCCCC(=O)OC(C)(C)C)CCN(C(CO)=O)[C@H](C(C)(C)C)C=1N(C=C(C1)C1=C(C=CC(=C1)F)F)CC1=CC=CC=C1